(6-chloropyridin-2-yl)methanol ClC1=CC=CC(=N1)CO